C(CCCC)NC1=CC=CC=2C(=CC=CC12)NCCCCC N1,N5-dipentylnaphthalene-1,5-diamine